8-(1-(2,2-difluoroethyl)-1H-pyrazolo[3,4-b]pyrazin-6-yl)-2-(4-methyl-6-(trifluoromethyl)pyridin-3-yl)-2,8-diazaspiro[4.5]decan-3-one FC(CN1N=CC=2C1=NC(=CN2)N2CCC1(CC(N(C1)C=1C=NC(=CC1C)C(F)(F)F)=O)CC2)F